bis((aminophenoxy)phenyl)propane NC1=C(OC2=C(C=CC=C2)C(C)(C)C2=C(C=CC=C2)OC2=C(C=CC=C2)N)C=CC=C1